1-(4-((1R,5S)-3,8-diazabicyclo[3.2.1]octan-3-yl)-6,8-difluoro-2-(((2R,7aS)-2-fluorotetrahydro-1H-pyrrolizin-7a(5H)-yl)-methoxy)quinazolin-7-yl)-8-ethynylisoquinolin-3-amine [C@H]12CN(C[C@H](CC1)N2)C2=NC(=NC1=C(C(=C(C=C21)F)C2=NC(=CC1=CC=CC(=C21)C#C)N)F)OC[C@]21CCCN1C[C@@H](C2)F